benzyl 3-{methyl[(1S)-2,2,2-trifluoro-1-(4-{[1-(pyridin-2-yl)-5-(trifluoromethyl)-1H-pyrazol-4-yl]amino}phenyl)ethyl]carbamoyl}cyclobutane-1-carboxylate CN(C(=O)C1CC(C1)C(=O)OCC1=CC=CC=C1)[C@H](C(F)(F)F)C1=CC=C(C=C1)NC=1C=NN(C1C(F)(F)F)C1=NC=CC=C1